(4-fluoro-3-methyl-phenyl)-6-(3-methylbut-1-ynyl)-1H-indazol-5-amine FC1=C(C=C(C=C1)N1N=CC2=CC(=C(C=C12)C#CC(C)C)N)C